C1(CCC(CC1)C(C)(C)O)(C)O p-menthane-1,8-diol